FC(C(C(F)(F)F)(O)C1=CC=C(C=C1)NC(=O)C=1C=C(C=CC1)C1=CC=CC=C1)(F)F N-(4-(1,1,1,3,3,3-hexafluoro-2-hydroxypropan-2-yl)phenyl)-[1,1'-biphenyl]-3-carboxamide